5-(3-((tert-butyldimethylsilyl)oxy)propyl)-4-chloro-7H-pyrrolo[2,3-d]pyrimidine [Si](C)(C)(C(C)(C)C)OCCCC1=CNC=2N=CN=C(C21)Cl